(3S,4S)-4-((4-chloro-3-fluorophenyl)sulfonyl)-1-((2-chloro-4-(trifluoromethyl)phenyl)sulfonyl)-3-(hydroxymethyl)pyrrolidin-3-ol ClC1=C(C=C(C=C1)S(=O)(=O)[C@@H]1[C@@](CN(C1)S(=O)(=O)C1=C(C=C(C=C1)C(F)(F)F)Cl)(O)CO)F